4-(2-amino-2-oxoethyl)phenyl-N-(6-(3-(2-ethoxyphenoxy)piperidin-1-yl)pyrazin-2-yl)propanamide (1S)-(+)-10-camphorsulfonate [C@]12(C(=O)CC(CC1)C2(C)C)CS(=O)(=O)O.NC(CC2=CC=C(C=C2)C(C(=O)NC2=NC(=CN=C2)N2CC(CCC2)OC2=C(C=CC=C2)OCC)C)=O